FC=1C=C(CC=2C=C3C(=NNC3=CC2)NC(C2=C(C=C(C=C2)N2CCN(CC2)CCOC=2C=CC=C3C(=NN(C23)C)C2C(NC(CC2)=O)=O)NC2CCOCC2)=O)C=C(C1)F N-(5-(3,5-difluorobenzyl)-1H-indazol-3-yl)-4-(4-(2-((3-(2,6-dioxopiperidin-3-yl)-1-methyl-1H-indazol-7-yl)oxy)ethyl)piperazin-1-yl)-2-((tetrahydro-2H-pyran-4-yl)amino)benzamide